ClC1=C(OCCNC(OC(C)(C)C)=O)C=CC=C1N1N=CC2=C1COC[C@H]2NC(=O)C=2N=CN1C2CCCC1 tert-butyl (S)-(2-(2-chloro-3-(4-(5,6,7,8-tetrahydroimidazo[1,5-a]pyridine-1-carboxamido)-4,7-dihydropyrano[3,4-c]pyrazol-1(5H)-yl)phenoxy)ethyl)carbamate